ethyl 10-chloro-6-isopropyl-9-(3-methoxypropoxy)-2-oxo-2,6,7,11b-tetrahydro-1H-pyrido[2,1-a]isoquinoline-3-carboxylate ClC1=C(C=C2CC(N3C(C2=C1)CC(C(=C3)C(=O)OCC)=O)C(C)C)OCCCOC